CNC(=O)C1CCS(CC1)(=O)=O N-methyl-1,1-dioxo-1λ6-thiane-4-carboxamide